bis(methyl-(diethyl)silyl)difluorophosphoramide C[Si](CC)(CC)NP(=O)(N(F)F)N[Si](C)(CC)CC